2-[6-[Bis(carboxylatomethyl)amino]-5-[2-[2-[bis(carboxylatomethyl)amino]-5-methylphenoxy]ethoxy]-1-benzofuran-2-yl]-1,3-oxazole-5-carboxylate pentapotassium salt [K+].[K+].[K+].[K+].[K+].C(=O)([O-])CN(C1=CC2=C(C=C(O2)C=2OC(=CN2)C(=O)[O-])C=C1OCCOC1=C(C=CC(=C1)C)N(CC(=O)[O-])CC(=O)[O-])CC(=O)[O-]